[N+](=[N-])=CC(CC[C@@H](C(=O)OC1CCN(CC1)C)NC([C@@H](C)OC)=O)=O 1-methylpiperidin-4-yl (S)-6-diazo-2-((R)-2-methoxypropanamido)-5-oxohexanoate